C(CCCCCCCCC)N(CCCCCCCCCC)CCCCCCCCCC tri(decyl)amine